O=C1N(CCC(N1)=O)C=1C=C2C(=NC1)N(C=C2)C2CC1(CC(C1)CN1CCN(CC1)C(=O)OC(C)(C)C)C2 tert-Butyl 4-(((2R,4r,6R)-6-(5-(2,4-dioxotetrahydropyrimidin-1(2H)-yl)-1H-pyrrolo[2,3-b]pyridin-1-yl)spiro[3.3]heptan-2-yl)methyl)piperazine-1-carboxylate